methyl (7S)-7-({[2-chloro-4-(1-methyl-5-oxo-1,5-dihydro-4H-1,2,4-triazol-4-yl)phenyl]carbonyl}amino)-2-methyl-7-phenyl-6,7,8,9-tetrahydropyrido[1,2-a]indole-10-carboxylate ClC1=C(C=CC(=C1)N1C=NN(C1=O)C)C(=O)N[C@@]1(CCC=2N(C3=CC=C(C=C3C2C(=O)OC)C)C1)C1=CC=CC=C1